(4aS,8aS)-2-((Z)-prop-1-en-1-yl)decahydronaphthalen-2-ol C(=C/C)/C1(C[C@@H]2CCCC[C@H]2CC1)O